FC(C=1C(=C(C=CC1)[C@@H](C)NC(=O)C=1C=2N(N=C(C1)N1CCC3(CCC(N3)=O)CC1)C[C@H](N2)C)F)F (R)-N-((R)-1-(3-(difluoromethyl)-2-fluorophenyl)ethyl)-2-methyl-6-(2-oxo-1,8-diazaspiro[4.5]decan-8-yl)-2,3-dihydroimidazo[1,2-b]pyridazine-8-carboxamide